C(C=C)(=O)OC(C)COC(C)COC(C)COC(C)COC(C)COC(C)COC(C)COC(C)COC(C)COC(C)COC(C)COC(C)COC(C=C)=O Dodecapropylenglycol diacrylat